C1(=CC=CC=C1)S(=O)(=O)N1C=CC2=C1N=CC=C2N 1-(benzenesulfonyl)-1H-pyrrolo[2,3-b]Pyridine-4-amine